1-(4-amino-6-isopropylpyrimidin-2-yl)-3-(4-(trifluoro-methoxy)phenyl)urea NC1=NC(=NC(=C1)C(C)C)NC(=O)NC1=CC=C(C=C1)OC(F)(F)F